FC1=CC(=C(C=C1)N1C=C(C=2C1=CN=CC2)C2CCN(CC2)CC=2C(=C1C=C(NC1=CC2)C#N)C)CC(C)C 5-((4-(1-(4-fluoro-2-isobutylphenyl)-1H-pyrrolo[2,3-c]pyridin-3-yl)piperidin-1-yl)methyl)-4-methyl-1H-indole-2-carbonitrile